C(C=C)(=O)N1C[C@@H](N(CC1)C(=O)OC(C)(C)C)C tert-butyl (S)-4-acryloyl-2-methylpiperazine-1-carboxylate